CC1C\C=C/CCCCCCCC(OCC1)=O (10Z)-13-methyl-1-oxacyclopentadec-10-en-2-one